rac-tert-butyl (2'R)-2-chloro-4-fluoro-2'-methyl-5,6-dihydro-4H-spiro[benzo[b]thiophene-7,4'-piperidine]-1'-carboxylate ClC1=CC2=C(S1)C1(C[C@H](N(CC1)C(=O)OC(C)(C)C)C)CCC2F